COC1=CC=C2C(=CNC2=C1)C1=NC=C(C2=C1CNC2=O)NC2=NC=C(C=C2)N2CCN(CC2)C 4-(6-methoxy-1H-indol-3-yl)-7-[[5-(4-methylpiperazin-1-yl)-2-pyridyl]amino]-2,3-dihydro-pyrrolo[3,4-c]pyridin-1-one